N-{[3-(4-{[(3R,4S)-1-tert-butyl-3-fluoropiperidin-4-yl]amino}-1-(2,2,2-trifluoroethyl)-1H-indol-2-yl)-1,2,4-oxadiazol-5-yl]methyl}-1-methyl-1H-pyrrole-3-carboxamide C(C)(C)(C)N1C[C@H]([C@H](CC1)NC1=C2C=C(N(C2=CC=C1)CC(F)(F)F)C1=NOC(=N1)CNC(=O)C1=CN(C=C1)C)F